4-cyclopropyl-1-{5-[(R)-(1,3-dimethyl-azetidin-3-yl)-hydroxy-(4-isopropyl-phenyl)-methyl]-pyridin-3-yl}-pyrrolidin-2-one C1(CC1)C1CC(N(C1)C=1C=NC=C(C1)[C@](C1=CC=C(C=C1)C(C)C)(O)C1(CN(C1)C)C)=O